(S)-N-(1-(2-(3-amino-3-oxo-propyl)-2-(2-chloroacetyl)hydrazino)-4-methyl-1-oxo-pentan-2-yl)-1H-benzo[d]imidazole-2-carboxamide NC(CCN(NC([C@H](CC(C)C)NC(=O)C1=NC2=C(N1)C=CC=C2)=O)C(CCl)=O)=O